C(C)(C)(C)OC(NCC1=CC(=CC=C1)C=1C=CC2=C(C(=CO2)CCl)C1)=O 3-(3-(chloromethyl)benzofuran-5-yl)benzylcarbamic acid tert-butyl ester